4-phenyl-2-(4-(piperidin-1-yl)butyl)pyridazin-3(2H)-one C1(=CC=CC=C1)C=1C(N(N=CC1)CCCCN1CCCCC1)=O